FC=1C(=C(C(=C(C1)C)OC)C(=O)OC)OC methyl 5-fluoro-2,4-dimethoxy-3-toluate